BrC1=CC=2C=C3CCCCC3=[O+]C2C2=C1C=CC=C2 5-bromo-8,9,10,11-tetrahydrobenzo[c]xanthylium